CC(COC=1C=C(C=CC1)C1=CC(=NN1C1=CC=CC=C1)C(=O)OC)C Methyl 5-[3-(2-methylpropoxy)-phenyl]-1-phenyl-1H-pyrazole-3-carboxylate